2-Fluoro-acryloyl chloride FC(C(=O)Cl)=C